5-chloro-N4-cyclopentyl-N2-(1-hydroxy-3,3,7-trimethyl-2,1-benzoxaborol-5-yl)pyrimidine-2,4-diamine ClC=1C(=NC(=NC1)NC=1C=C(C2=C(C(OB2O)(C)C)C1)C)NC1CCCC1